2-[(2R,5S)-5-methyl-2-[2-(1-methyl-4-piperidyl)-1,3-benzothiazol-5-yl]-1-piperidyl]-2-oxo-N-(5-oxo-7,8-dihydro-6H-1,6-naphthyridin-3-yl)acetamide C[C@H]1CC[C@@H](N(C1)C(C(=O)NC=1C=NC=2CCNC(C2C1)=O)=O)C=1C=CC2=C(N=C(S2)C2CCN(CC2)C)C1